Di(3-methylphenyl) diselenide CC=1C=C(C=CC1)[Se][Se]C1=CC(=CC=C1)C